5-amino-3-(6-fluoro-7-((5-fluoro-2-methoxybenzamido)methyl)-1H-indol-4-yl)-1-(oxetan-3-yl)-1H-pyrazole-4-carboxamide NC1=C(C(=NN1C1COC1)C1=C2C=CNC2=C(C(=C1)F)CNC(C1=C(C=CC(=C1)F)OC)=O)C(=O)N